CC1(OB(OC1(C)C)C1=CC=2C3(C4=CC=CC=C4SC2C=C1)C1=CC=CC=C1C=1C=CC=CC13)C 4,4,5,5-tetramethyl-2-(spiro[fluorene-9,9'-thioxanthen]-2'-yl)-1,3,2-dioxaborolane